1-(2-(difluoromethoxy)ethyl)-1H-1,2,3-triazole-5-carboxylic acid FC(OCCN1N=NC=C1C(=O)O)F